N-((1R,3S)-3-((6-chloro-2-(trifluoromethyl)quinolin-4-yl)amino)cyclohexyl)-3-cyano-1-(difluoromethyl)-1H-pyrazole-4-carboxamide ClC=1C=C2C(=CC(=NC2=CC1)C(F)(F)F)N[C@@H]1C[C@@H](CCC1)NC(=O)C=1C(=NN(C1)C(F)F)C#N